ClC1=C(C(=CC=C1Cl)F)[C@@]1(CN(CC1)C(=O)OC(C)(C)C)NC=1C=C2C(N(C=NC2=CC1F)C)=O tert-butyl (S)-3-(2,3-dichloro-6-fluorophenyl)-3-((7-fluoro-3-methyl-4-oxo-3,4-dihydroquinazolin-6-yl)amino)pyrrolidine-1-carboxylate